B=C=[N-].[Na+] sodium (boranylidenemethylidene)azanide